C(C(=C)C)(=O)OCCCCO hydroxybutyl methacrylate